[Cl-].CO[Si](OC)(OC)CCCNC(S)=N N-(trimethoxysilylpropyl)isothiourea chloride